FC(C1=CC=C(C=C1)S(=O)(=O)N1CC2(C3=CC=CC=C13)CCC(CC2)C(=O)O)F 1'-((4-(difluoromethyl)phenyl)sulfonyl)spiro[cyclohexane-1,3'-indoline]-4-carboxylic acid